ClCC=1NCCC1 2-(chloromethyl)-4,5-dihydroAzole